CC=1C=CC2=C(N(C(N=C2NC)=O)C2=CC=CC=C2)N1 7-methyl-4-(methylamino)-1-phenyl-pyrido[2,3-d]pyrimidin-2(1H)-one